Methyl-(2-thiazol-2-yl-imidazo[1,2-a]pyridin-7-yl)-amine CNC1=CC=2N(C=C1)C=C(N2)C=2SC=CN2